Cl.Cl.N[C@@H](CCO)CC1=C(C2=NC(=CC(=C2S1)NCC=1SC=CN1)Cl)Br (3S)-3-amino-4-(3-bromo-5-chloro-7-{[(1,3-thiazol-2-yl)methyl]amino}thieno[3,2-b]pyridin-2-yl)butan-1-ol dihydrochloride